O[C@@H](CO)C1=CC=C(C=N1)NC(=O)[C@H]1O[C@@]([C@@H]([C@@H]1C1=C(C(=C(C=C1)F)C)OC)C)(C(F)(F)F)C |o1:1,13,15,16,17| rel-(2S,3R,4R,5S)-N-(6-((R*)-1,2-dihydroxyethyl)pyridin-3-yl)-3-(4-fluoro-2-methoxy-3-methylphenyl)-4,5-dimethyl-5-(trifluoromethyl)tetrahydrofuran-2-carboxamide